FC1=CC=C(C=C1)C1=CN=C(S1)NC1=CC2=C(C=N1)N=CN2CCN2C(CC(C2)O)C(=O)N [2-[6-[[5-(4-fluorophenyl)thiazol-2-yl]amino]imidazo[4,5-c]pyridin-1-yl]ethyl]-4-hydroxypyrrolidine-2-carboxamide